COC(CN1N=CC(=C1C)C1=NC(=CC=C1C(C)O)N1C=NC2=C1C=CC(=C2)NC=2N=NC(=CC2)C)C 1-[2-[1-(2-methoxypropyl)-5-methyl-pyrazol-4-yl]-6-[5-[(6-methylpyridazin-3-yl)amino]benzimidazol-1-yl]-3-pyridyl]ethanol